3-methyl-N-(4-methyl-1,1-dioxo-thian-4-yl)-6-(3,3,3-trifluoropropoxy)imidazo[1,2-a]pyridine-2-carboxamide CC1=C(N=C2N1C=C(C=C2)OCCC(F)(F)F)C(=O)NC2(CCS(CC2)(=O)=O)C